C(C)(C)(C)OC(=O)N1C[C@@](CC1)(COC=1C=NC(=CC1)[N+](=O)[O-])F (S)-3-fluoro-3-(((6-nitropyridin-3-yl)oxy)methyl)pyrrolidine-1-carboxylic acid tert-butyl ester